N-[(4S,5S)-7-ethyl-4-(4-fluorophenyl)-3-methyl-6-oxo-1-phenyl-1H,4H,5H,6H,7H-pyrazolo[3,4-b]pyridin-5-yl]-3-methoxybenzamide C(C)N1C2=C([C@@H]([C@@H](C1=O)NC(C1=CC(=CC=C1)OC)=O)C1=CC=C(C=C1)F)C(=NN2C2=CC=CC=C2)C